FC1=CC=C(C=C1)N1CC(C1)S(=O)(=O)N1C2=C(OCC1)C(=CN=C2)C2=CC=C(C#N)C=C2 4-(4-((1-(4-fluorophenyl)azetidin-3-yl)sulfonyl)-3,4-Dihydro-2H-pyrido[4,3-b][1,4]oxazin-8-yl)benzonitrile